3-(4-(1'-(5-(2-((S)-1-(3-Ethoxy-4-methoxyphenyl)-2-(methylsulfonyl)ethyl)-3-oxoisoindolin-5-yl)pentyl)-[1,4'-bipiperidin]-4-yl)phenyl)piperidine-2,6-dione C(C)OC=1C=C(C=CC1OC)[C@@H](CS(=O)(=O)C)N1CC2=CC=C(C=C2C1=O)CCCCCN1CCC(CC1)N1CCC(CC1)C1=CC=C(C=C1)C1C(NC(CC1)=O)=O